NC1=C(C(N(C2=CC(=CC=C12)OC(F)(F)F)C1=CC=C(C=C1)[C@@H](C)O)=O)C(=O)OC methyl 4-amino-1-(4-((1R)-1-hydroxyethyl)phenyl)-2-oxo-7-(trifluoro methoxy)-1,2-dihydroquinoline-3-carboxylate